(3,5-dimethyl-1-adamantyl)acetic acid CC12CC3(CC(CC(C1)(C3)C)C2)CC(=O)O